N-methyl(5-{[(tert-butyl)bis(methyl)siloxy]methyl}-1,3-benzoxazol-2-yl)amine CNC=1OC2=C(N1)C=C(C=C2)CO[Si](C)(C)C(C)(C)C